N-(3'-(1-((5-cyclopropyl-1H-pyrazol-3-yl)amino)-1-oxopropan-2-yl)-3-methyl-[1,1'-biphenyl]-4-yl)acrylamide C1(CC1)C1=CC(=NN1)NC(C(C)C=1C=C(C=CC1)C1=CC(=C(C=C1)NC(C=C)=O)C)=O